pentapropylene glycol dimethacrylate C(C(=C)C)(=O)OC(C)COC(C)COC(C)COC(C)COC(C)COC(C(=C)C)=O